C1(CCCC1)P(OC1=C(C(=CC(=C1)CCCCC)O)C1CCCC(=C1)C)(OC)=O 6-hydroxy-5'-methyl-4-pentyl-1',2',3',4'-tetrahydro-[1,1'-biphenyl]-2-yl methyl cyclopentylphosphonate